BrC1=CC=C2C(=CC=NC2=C1)OC1=CC=C(C=C1)C(F)(F)F 7-bromo-4-(4-(trifluoromethyl)phenoxy)quinoline